ClC1=NC(=CC(=C1)C(F)(F)F)F 2-chloro-6-fluoro-4-(trifluoromethyl)pyridine